6-cyclopropyl-2-(methylthio)thiazolo[4,5-d]pyrimidin-7(6H)-one C1(CC1)N1C=NC2=C(C1=O)SC(=N2)SC